N1=CC(=CC=C1)C(CCC)=O 1-(3-pyridyl)-1-butanon